(5-bicyclo[2.2.1]hept-2-enyl)dimethyl-ethoxysilane C12C=CC(C(C1)[Si](OCC)(C)C)C2